CC1=C(C(=CC=C1)C)S(=O)(=O)[O-].N[N+]1=CC=C(C=C1)C1CC1 1-amino-4-cyclopropylpyridin-1-ium 2,6-dimethylbenzenesulfonate